CN(C)C1(CCCC1)C(=O)NCC1=CC(=NO1)C1CCN(CC1)C(=O)[C@@H]1C[C@@H](C2=CC=CC=C12)O (dimethylamino)-N-[(3-{1-[(1R,3S)-3-hydroxy-2,3-dihydro-1H-indene-1-carbonyl]piperidin-4-yl}-1,2-oxazol-5-yl)methyl]cyclopentane-1-carboxamide